N-(5-(3-(9H-purin-6-yl)pyridin-2-ylamino)-6-methylpyridin-3-yl)-2-(1-cyanocyclopropyl)isonicotinamide N1=CN=C2NC=NC2=C1C=1C(=NC=CC1)NC=1C=C(C=NC1C)NC(C1=CC(=NC=C1)C1(CC1)C#N)=O